3-({[3-(3,5-difluorophenyl)-5-(trifluoromethyl)-4,5-dihydro-1,2-oxazol-5-yl]carbonyl}amino)cyclopentanic acid tert-butyl ester C(C)(C)(C)OC(=O)C1CC(CC1)NC(=O)C1(CC(=NO1)C1=CC(=CC(=C1)F)F)C(F)(F)F